COC(=O)C=1C=C(C=CC1)SC=1C=NC=C(C(=O)OC(C)(C)C)C1 tert-butyl 5-((3-(methoxycarbonyl)phenyl)thio)nicotinate